((1-(4,7-dimethyl-5-oxo-3-(pyridin-2-yl)-4,5-dihydroimidazo[1,5-a]quinazolin-9-yl)ethyl)amino)benzoic acid CN1C=2N(C3=C(C=C(C=C3C1=O)C)C(C)NC1=C(C(=O)O)C=CC=C1)C=NC2C2=NC=CC=C2